C1(=CC=CC2=CC=CC=C12)NCCCCCCN N-naphthyl-1,6-hexanediamine